6-[(2R,4S)-4-fluoro-2-[3-fluoro-5-(ethylsulfanyl)phenyl]pyrrolidin-1-yl]-N-[(4-fluoro-3-hydroxyphenyl)methyl]imidazo[1,2-b]pyridazine-3-carboxamide F[C@H]1C[C@@H](N(C1)C=1C=CC=2N(N1)C(=CN2)C(=O)NCC2=CC(=C(C=C2)F)O)C2=CC(=CC(=C2)SCC)F